OC=1OCC(C1)=O 2-hydroxy-4-furanone